m-methylphenoxytitanium CC=1C=C(O[Ti])C=CC1